N-(2,2-difluorocyclopropyl)-4-(2-((1-methyl-1H-pyrazol-4-yl)amino)pyrimidin-4-yl)benzamide FC1(C(C1)NC(C1=CC=C(C=C1)C1=NC(=NC=C1)NC=1C=NN(C1)C)=O)F